4,4'-Biphenyl-dicarboxylic acid chloride C1(=CC=C(C=C1)C(=O)Cl)C1=CC=C(C=C1)C(=O)Cl